CN1C=2C=NC(=NC2N(CC1=O)C1CCOCC1)NC=1C=NC(=CC1C)C=1C=NN(C1)C 5-methyl-2-((4-methyl-6-(1-methyl-1H-pyrazol-4-yl)pyridin-3-yl)amino)-8-(tetrahydro-2H-pyran-4-yl)-7,8-dihydropteridin-6(5H)-one